C(C)(C)(C)OC(=O)N(C=1N=CC2=CC=C(C(=C2C1)C(C(=O)OCC)O)F)C(=O)OC(C)(C)C ethyl 2-(3-(bis(tert-butoxycarbonyl)amino)-6-fluoroisoquinolin-5-yl)-2-hydroxyacetate